2-(6-(2-((5-(4-Ethylpiperazin-1-yl)pyridin-2-yl)amino)-5-fluoropyrimidin-4-yl)-8-fluoro-2-methylquinolin-4-yl)propan-2-ol hydrochloride Cl.C(C)N1CCN(CC1)C=1C=CC(=NC1)NC1=NC=C(C(=N1)C=1C=C2C(=CC(=NC2=C(C1)F)C)C(C)(C)O)F